ClC1=CC(=CC=C1)O 1-Chloro-3-hydroxybenzene